NC(CCCCC(=O)[O-])CCCCCCCCCC.[Cu+2].NC(CCCCC(=O)[O-])CCCCCCCCCC copper 6-aminohexadecanoate